2,2-dichloro-N-[(1r,2S)-3-fluoro-1-hydroxy-1-(4-methylsulfonylphenyl)-2-propyl]acetamide CS(=O)(=O)C1=CC=C(C=C1)[C@H]([C@@H](CF)NC(=O)C(Cl)Cl)O